[Zr+3].[O-]CCCC.[O-]CCCC.[O-]CCCC tri-n-butoxide zirconium